2,4-dicarboxylpyrrolidine C(=O)(O)C1NCC(C1)C(=O)O